2-[6-[rac-(3aS,6aS)-5-ethyl-2,3,3a,4,6,6a-hexahydropyrrolo[3,4-b]pyrrol-1-yl]pyridazin-3-yl]-3-methyl-5-(trifluoromethyl)phenol C(C)N1C[C@H]2N(CC[C@H]2C1)C1=CC=C(N=N1)C1=C(C=C(C=C1C)C(F)(F)F)O |r|